C(#N)CCOCC(COCCC#N)(COCCC#N)N(CC)CC ((2-((2-cyanoethoxy)methyl)-2-(diethylamino)propane-1,3-diyl)bis(oxy))dipropionitrile